BrC1=C(C=C2C(=NC=NC2=C1F)N1CC2CCC(C1)N2C(=O)OC(C)(C)C)C(F)(F)F tert-butyl 3-[7-bromo-8-fluoro-6-(trifluoromethyl)quinazolin-4-yl]-3,8-diazabicyclo[3.2.1]octane-8-carboxylate